N=1ON=C2C1C=CC(=C2)COC2=C(CN[C@H](CO)C(=O)O)C=C(C(=C2)OCC=2C(=C(C=CC2)C2=CC(=CC=C2)OCCCN(CC)CC)Cl)Cl (2-(benzo[c][1,2,5]oxadiazol-5-ylmethoxy)-5-chloro-4-((2-chloro-3'-(3-(diethylamino)propoxy)-[1,1'-biphenyl]-3-yl)methoxy)benzyl)-D-serine